(S)-2-(6-(3-methyl-1H-pyrrolo[2,3-b]pyridin-5-yl)-2-((S)-tetrahydrofuran-3-Carbonyl)-1,2,3,4-tetrahydroisoquinolin-8-yl)pyrrolidine-1-carboxylic acid tert-butyl ester C(C)(C)(C)OC(=O)N1[C@@H](CCC1)C=1C=C(C=C2CCN(CC12)C(=O)[C@@H]1COCC1)C=1C=C2C(=NC1)NC=C2C